(R)-((2-(2-chloro-1H-imidazol-1-yl)-6-(3-methylmorpholino)-pyrimidin-4-yl)imino)-dimethyl-λ6-sulfanone ClC=1N(C=CN1)C1=NC(=CC(=N1)N=S(=O)(C)C)N1[C@@H](COCC1)C